NC(C(=O)OO)CC amino-O-hydroxybutyric acid